tert-Butyl (S)-4-(3-chlorophenyl)-3-methylpiperazine-1-carboxylate ClC=1C=C(C=CC1)N1[C@H](CN(CC1)C(=O)OC(C)(C)C)C